(R)-dimethyl 5-(1-benzyl-1H-naphtho[1,8-de][1,3,2]diazaborinin-2(3H)-yl)-6-cyclopropyl-4,7-dimethyl-1,3-dihydro-2H-indene-2,2-dicarboxylate C(C1=CC=CC=C1)N1B(NC2=C3C1=CC=CC3=CC=C2)C=2C(=C3CC(CC3=C(C2C2CC2)C)(C(=O)OC)C(=O)OC)C